1,1-dioxetan O1CCC1